(R,Z)-1-((4-(2-chlorophenyl)-6-methoxypyridin-3-yl)sulfonyl)-4-fluoro-N-(4-(methylsulfonyl)but-3-en-2-yl)piperidine-4-carboxamide ClC1=C(C=CC=C1)C1=C(C=NC(=C1)OC)S(=O)(=O)N1CCC(CC1)(C(=O)N[C@H](C)\C=C/S(=O)(=O)C)F